N1(CCCCC1)C(=O)C=1C=C2C(=NC1)N(C=C2)C=2C=CC=C(C(=O)N)C2 5-(5-(piperidine-1-carbonyl)-1H-pyrrolo[2,3-b]pyridin-1-yl)benzamide